C(C1=CC=CC=C1)O[C@H]1[C@@H](SC=2C(=NC=C(C2)Cl)C#N)O[C@@H]([C@@H]([C@@H]1N1N=NC(=C1)C=1SC=CN1)O)CO 5-chloro-2-cyano-pyridin-3-yl 2-O-benzyl-3-deoxy-3-[4-(2-thiazolyl)-1H-1,2,3-triazol-1-yl]-1-thio-alpha-D-galactopyranoside